1,3-bis[(2-propoxycyclohexane-1-yl)methyl]imidazolium C(CC)OC1C(CCCC1)CN1C=[N+](C=C1)CC1C(CCCC1)OCCC